4-[2-[2-(benzothiophen-6-yl)ethyl]-3-chloro-6-fluoro-phenyl]-5-hydroxy-2,6-dimethyl-pyridazin-3-one S1C=CC2=C1C=C(C=C2)CCC2=C(C(=CC=C2Cl)F)C=2C(N(N=C(C2O)C)C)=O